CC=1C=C2C(=NC1C)NC=C2C(=O)N 5,6-dimethyl-pyrrolo[2,3-b]Pyridine-3-carboxamide